ClC1=CC=C(C=C1)C1=CC=2C3(C4=CC=CC=C4C2C=C1)C1CC2CC(CC3C2)C1 2'-(4-chlorophenyl)spiro[adamantane-2,9'-fluorene]